C(C)N1C2=NC(=NC(=C2N=C1C1=CC=NC=C1)N1CCOCC1)C1=NC(=NC=C1OC)C1=CC=CC=C1 4-(9-ethyl-2-(5-methoxy-2-phenylpyrimidin-4-yl)-8-(pyridin-4-yl)-9H-purin-6-yl)morpholine